C12(NC(C3=CC=CC=C13)=O)CC2 spiro[cyclopropane-1,1'-isoindolin]-3'-one